((2-(((S)-3,3-dimethyl-1-((S)-2-((3aR,6aR)-octahydropyrrolo[3,4-b]pyrrole-1-carbonyl)pyrrolidin-1-yl)-1-oxobutan-2-yl)carbamoyl)benzo[b]thiophen-5-yl)difluoromethyl)phosphonic acid CC([C@@H](C(=O)N1[C@@H](CCC1)C(=O)N1[C@@H]2[C@H](CC1)CNC2)NC(=O)C2=CC1=C(S2)C=CC(=C1)C(F)(F)P(O)(O)=O)(C)C